sodium propanedioate C(CC(=O)[O-])(=O)[O-].[Na+].[Na+]